4-cyclopropyl-7-(2-((2,7-diethyl-1,2,3,4-tetrahydroisoquinolin-6-yl)amino)-5-(trifluoromethyl)pyrimidin-4-yl)-3,4-dihydrothieno[2,3-f][1,4]thiazepin-5(2H)-one 1,1-dioxide C1(CC1)N1CCS(C2=C(C1=O)SC(=C2)C2=NC(=NC=C2C(F)(F)F)NC=2C=C1CCN(CC1=CC2CC)CC)(=O)=O